NC=1C=NC(=NC1)C=1N=NN(C1NC(O[C@H](C)C=1C(=NC=C(C1)F)F)=O)C (R)-1-(2,5-difluoropyridin-3-yl)ethyl (4-(5-aminopyrimidin-2-yl)-1-methyl-1H-1,2,3-triazol-5-yl)carbamate